FC1=C(C=CC=C1C(F)(F)F)NC(=O)N 2-fluoro-3-(trifluoromethyl)phenylurea